FC=1C=C2C(=NNC2=CC1)C(=O)N1C(C2=C(N=C(N=C2)C2=NC=CC=N2)CC1)C (5-fluoro-1H-indazol-3-yl)-(5-methyl-2-pyrimidin-2-yl-7,8-dihydro-5H-pyrido[4,3-d]pyrimidin-6-yl)methanone